2-(2,6-dioxopiperidin-3-yl)-5-fluoro-6-(1-((1-(4-((1R,2S)-6-hydroxy-2-phenyl-1,2,3,4-tetrahydronaphthalen-1-yl)phenyl)piperidin-4-yl)methyl)piperidin-4-yl)isoindoline-1,3-dione O=C1NC(CCC1N1C(C2=CC(=C(C=C2C1=O)F)C1CCN(CC1)CC1CCN(CC1)C1=CC=C(C=C1)[C@H]1[C@H](CCC2=CC(=CC=C12)O)C1=CC=CC=C1)=O)=O